N-(5-(6-fluoro-[1,2,4]triazolo[1,5-a]pyridin-2-yl)-8-(methylamino)-2,7-naphthyridin-3-yl)cyclopropanecarboxamide FC=1C=CC=2N(C1)N=C(N2)C2=C1C=C(N=CC1=C(N=C2)NC)NC(=O)C2CC2